N,N-bis(4-t-amyl-cyclohexyl)-5-(4-t-butylcyclohexylcarbonylamino)-isophthalamide C(C)(C)(CC)C1CCC(CC1)N(C(C1=CC(C(=O)N)=CC(=C1)NC(=O)C1CCC(CC1)C(C)(C)C)=O)C1CCC(CC1)C(C)(C)CC